CN(C1=C(C=C(C=C1C)C)C)C N,N,2,4,6-pentamethyl-aniline